tert-butyl (1R,5S)-3-(2,7-dichloro-8-fluoropyridino[4,3-d]pyrimidin-4-yl)-3,8-diazabicyclo[3.2.1]octane-8-formate ClC=1N=C(C2=C(N1)C(=C(N=C2)Cl)F)N2C[C@H]1CC[C@@H](C2)N1C(=O)OC(C)(C)C